5-(tert-butyl) 6-methyl (S)-5-azaspiro[2.4]heptane-5,6-dicarboxylate C1CC12CN([C@@H](C2)C(=O)OC)C(=O)OC(C)(C)C